N1(CCOCC1)CC(=O)N1CC2(CCN3N=C(C=C32)C=3C=NC2=CC=CC=C2C3)C1 2-(morpholin-4-yl)-1-[2'-(quinolin-3-yl)-5',6'-dihydrospiro[azetidine-3,4'-pyrrolo[1,2-b]pyrazol]-1-yl]ethan-1-one